OC1=C(C=C(C=C1)C=CC(=O)C1=CC=C(C=C1)I)[N+](=O)[O-] 3-(4-Hydroxy-3-nitrophenyl)-1-(4-iodophenyl)prop-2-en-1-one